NC1=CC=C(C=C1)C=1N=C(N(N1)C1=CC=C(C=C1)OC(F)(F)F)NC 5-(4-aminophenyl)-N-methyl-2-[4-(trifluoromethoxy)phenyl]-1,2,4-triazol-3-amine